(3S,4R)-3-fluoro-4-hydroxy-3-methylpiperidin F[C@]1(CNCC[C@H]1O)C